5-((6-chloro-3-nitropyridin-2-yl)amino)-1-methylpyridin-2(1H)-one ClC1=CC=C(C(=N1)NC=1C=CC(N(C1)C)=O)[N+](=O)[O-]